N1(CCCCC1)CCCCNC(=O)C=1NC=CC1 N-(4-(piperidin-1-yl)butyl)-1H-pyrrole-2-carboxamide